benzyl (R,E)-3-((5-(((dimethylamino)methylene)carbamoyl)-1H-pyrrolo[2,3-b]pyridin-4-yl)amino)piperidine-1-carboxylate CN(C)\C=N\C(=O)C=1C(=C2C(=NC1)NC=C2)N[C@H]2CN(CCC2)C(=O)OCC2=CC=CC=C2